ClC=1C=C(C(=C(C1)O)C1=C(C2=C(N=N1)N(C=N2)[C@H]2CN(CCC2)C)C)F 5-chloro-3-fluoro-2-[4-methyl-7-[(3R)-1-methyl-3-piperidyl]imidazo[4,5-c]pyridazin-3-yl]phenol